C[C@]12CC[C@@H](C[C@@H]1CC[C@@H]3[C@@H]2CC[C@]4([C@H]3CC[C@@H]4O)C)O The molecule is an androstane-3,17-diol that is 5alpha-androstane substituted by beta-hydroxy groups at positions 3 and 17. It is a metabolite of dihydrotestosterone. It has a role as a human metabolite and a Daphnia magna metabolite. It is a 3beta-hydroxy steroid, a 17beta-hydroxy steroid and an androstane-3,17-diol.